N-[2-hydroxy-5-[(1S)-1-hydroxy-2-[[(2S)-1-(4-methoxyphenyl)propan-2-yl]amino]ethyl]phenyl]formamide OC1=C(C=C(C=C1)[C@@H](CN[C@H](CC1=CC=C(C=C1)OC)C)O)NC=O